2-(4-(4-Ethylpyridin-3-yl)-7-fluoro-6-(1,2,5,6-tetrahydropyridin-3-yl)-1H-indol-2-yl)(4-(5-fluoro-3-methoxypyridin-2-yl)piperazin-1-yl)methanone C(C)C1=C(C=NC=C1)C1=C2C=C(NC2=C(C(=C1)C=1CNCCC1)F)C1N(CCN(C1)C1=NC=C(C=C1OC)F)C=O